C1(CC1)C(=O)N1CC=2N=C(SC2C1)NC(C1=CN=C(C=C1C1=C(C=CC=C1)OC)C)=O N-(5-(cyclopropanecarbonyl)-5,6-dihydro-4H-pyrrolo[3,4-d]thiazol-2-yl)-4-(2-methoxyphenyl)-6-methylnicotinamide